C(C)(C)(C)OC(=O)N1C[C@]2(CCN3N=C(C=C32)C=3C=NC(=C(C3)OCC3=NC=CC=C3)N)CC1 |r| (rac)-tert-butyl-2'-{6-amino-5-[(pyridin-2-yl)methoxy]pyridin-3-yl}-5',6'-dihydrospiro[pyrrolidine-3,4'-pyrrolo[1,2-b]pyrazole]-1-carboxylate